3-{5-[2-(trifluoromethoxy)ethoxy]-1,3,4-oxadiazol-2-yl}bicyclo[1.1.1]pentan-1-amine FC(OCCOC1=NN=C(O1)C12CC(C1)(C2)N)(F)F